C(C)(C)(C)OC(CCNC(=O)C1=C(C2=C(S1)C=C(C(=C2)OC)OC)CBr)=O.CC2(CC2)NC2=NC=C(C(=N2)SC)C(=O)N 2-(1-methylcyclopropylamino)-4-(methylthio)pyrimidine-5-carboxamide Tert-butyl-3-(3-(bromomethyl)-5,6-dimethoxybenzo[b]thiophene-2-carboxamido)propanoate